2-(2-(trifluoromethyl)phenoxy)maleic acid FC(C1=C(O/C(/C(=O)O)=C/C(=O)O)C=CC=C1)(F)F